N-(5-(2-(2-aminopyridin-3-yl)-5-(1H-pyrazol-1-yl)-3H-imidazo[4,5-b]pyridin-3-yl)-2-hydroxy-2,3-dihydro-1H-inden-1-yl)-3-formyl-4-hydroxybenzamide NC1=NC=CC=C1C1=NC=2C(=NC(=CC2)N2N=CC=C2)N1C=1C=C2CC(C(C2=CC1)NC(C1=CC(=C(C=C1)O)C=O)=O)O